4-tertiary butyl-benzenesulfonyl azide C(C)(C)(C)C1=CC=C(C=C1)S(=O)(=O)N=[N+]=[N-]